O[C@]12[C@@H]3CC[C@@H]4C[C@H](CC[C@@]4([C@H]3CC[C@@]2([C@H](CC1)C=1C=CC(OC1)=O)C)C)NC(=O)N1[C@@H](CNCC1)CO (S)-N-((3S,5R,8R,9S,10S,13R,14S,17R)-14-hydroxy-10,13-dimethyl-17-(2-oxo-2H-pyran-5-yl)hexadecahydro-1H-cyclopenta[a]phenanthren-3-yl)-2-(hydroxymethyl)piperazine-1-carboxamide